methyl (1S,4R)-4-[3-(3,5-difluorophenyl)-5-methyl-2-oxo-1,3-oxazolidine-5-amido]cyclopent-2-ene-1-carboxylate FC=1C=C(C=C(C1)F)N1C(OC(C1)(C(=O)N[C@H]1C=C[C@H](C1)C(=O)OC)C)=O